1-methylpyrazol-3-yl-2-(4,4,5,5-tetramethyl-1,3,2-dioxaborolan-2-yl)aniline CN1N=C(C=C1)NC1=C(C=CC=C1)B1OC(C(O1)(C)C)(C)C